15(S)-Hydroxy-(5Z,8Z,11Z,13E,17Z)-eicosapentaenoic acid CC/C=C\C[C@@H](/C=C/C=C\C/C=C\C/C=C\CCCC(=O)O)O